Methyl 1-(2-methoxyethyl)-2-((4-(6-((1-oxo-1,3-dihydroisobenzofuran-5-yl)methoxy)pyridin-2-yl)piperidin-1-yl)methyl)-1H-benzo[d]imidazole-6-carboxylate COCCN1C(=NC2=C1C=C(C=C2)C(=O)OC)CN2CCC(CC2)C2=NC(=CC=C2)OCC=2C=C1COC(C1=CC2)=O